(S)-4-(7-bromo-2-chloroimidazo[2,1-f][1,2,4]triazin-4-yl)-3-methylpiperazine-1-carboxylic acid tert-butyl ester C(C)(C)(C)OC(=O)N1C[C@@H](N(CC1)C1=NC(=NN2C1=NC=C2Br)Cl)C